C1(CCC2=CC=CC=C12)N1C(C(=CC2=C1N=C(N=C2)S(=O)C)C#N)=O 8-(2,3-dihydro-1H-inden-1-yl)-2-(methylsulfinyl)-7-oxo-7,8-dihydropyrido[2,3-d]pyrimidine-6-carbonitrile